4-(3-cyclododecyl-1,1-difluoroprop-1-en-2-yl)-1,1'-biphenyl C1(CCCCCCCCCCC1)CC(=C(F)F)C1=CC=C(C=C1)C1=CC=CC=C1